CC1N(CCC(C1)C1=NN=CN1C)C=1C(=NC=CC1C#N)C1=CN=NC=C1 3-[2-Methyl-4-(4-methyl-4H-1,2,4-triazol-3-yl)piperidin-1-yl]-2-(pyridazin-4-yl)pyridine-4-carbonitrile